FC1=NC=CC(=C1NC1=C(C=C(C=C1)Br)F)C(=O)N1CC(C1)(O)[C@H]1NCCCC1 1-({2-fluoro-3-[(2-fluoro-4-bromophenyl)amino]pyridin-4-yl}carbonyl)-3-[(2S)-piperidin-2-yl]azetidin-3-ol